(3s,4s)-8-(6-bromoquinolin-2-yl)-3-methyl-2-oxa-8-azaspiro[4.5]decan-4-amine BrC=1C=C2C=CC(=NC2=CC1)N1CCC2([C@@H]([C@@H](OC2)C)N)CC1